O1N=C(N=C1)O [1,2,4]oxadiazol-3-ol